ClC=1C(=NC(N([C@H]2[C@H](O)[C@H](O)[C@@H](CO)O2)C1)=O)N C(5)-chlorocytidine